C(C)(=O)O[C@@H]1[C@H](O[C@H]([C@@H]1OC(C)=O)N1C2=NC(=NC(=C2N=C1)NCC1=CC=CC=C1)Cl)CCP(=O)(OCC)CP(=O)(OC(C)C)OC(C)C [(2R,3R,4R,5R)-4-acetoxy-5-[6-(benzylamino)-2-chloro-purin-9-yl]-2-[2-[diisopropoxyphosphorylmethyl(ethoxy)phosphoryl]ethyl]tetrahydrofuran-3-yl] acetate